2-[4-[[1-[3-(2,4-dioxohexahydropyrimidin-1-yl)-4-methoxy-benzoyl]-4-piperidyl]methyl]-1-piperidyl]acetic acid trifluoroacetate FC(C(=O)O)(F)F.O=C1N(CCC(N1)=O)C=1C=C(C(=O)N2CCC(CC2)CC2CCN(CC2)CC(=O)O)C=CC1OC